C(C)O[Si]1(O[Si](C1)(C)OCC)C 1,3-diethoxy-1,3-dimethyl-1,3-disiloxetane